N2-cyclopropyl-6-phenyl-N4-(pyridin-4-yl)-1,3,5-triazine-2,4-diamine C1(CC1)NC1=NC(=NC(=N1)NC1=CC=NC=C1)C1=CC=CC=C1